2-AMINO-5-BROMOISONICOTINALDEHYDE NC=1C=C(C=O)C(=CN1)Br